4-(benzothiazole-6-yl)-5-fluoro-N-(5-((4-(methanesulfonyl)piperazine-1-yl)methyl)pyridine-2-yl)pyrimidine-2-amine S1C=NC2=C1C=C(C=C2)C2=NC(=NC=C2F)NC2=NC=C(C=C2)CN2CCN(CC2)S(=O)(=O)C